NC(C)C1=NC(=NN1C1=CC=C(C=N1)C(=O)N1CCOCC1)Br [6-[5-(1-aminoethyl)-3-bromo-1,2,4-triazol-1-yl]-3-pyridinyl]-morpholino-methanone